2-(5-chloro-2-methoxypyridin-4-yl)-1-((S)-7-((6-methyl-5-(pyrimidin-2-yl)pyridin-2-yl)amino)-5-azaspiro[2.4]heptan-5-yl)propan-1-one ClC=1C(=CC(=NC1)OC)C(C(=O)N1CC2(CC2)[C@@H](C1)NC1=NC(=C(C=C1)C1=NC=CC=N1)C)C